FC(C=1C=CC=C2NC=C3N(C12)CN=N3)(F)F 9-(trifluoromethyl)-5H-[1,2,4]triazolo[4,3-a]quinoxaline